[Si](C)(C)(C(C)(C)C)OC1=C(CBr)C=CC=C1 2-((tert-butyldimethylsilyl)oxy)benzyl bromide